ClC=1C(=NC=CC1)N1C(O[C@]2(C1)C[C@@](CCC2)(C)CN2C=NC1=C2C=C(C=C1)C#N)=O 1-{[(5S,7S)-3-(3-chloro-2-pyridinyl)-7-methyl-2-oxo-1-oxa-3-azaspiro[4.5]dec-7-yl]methyl}-1H-benzimidazole-6-carbonitrile